(R)-(3-(3-(3-Fluoroazetidin-1-yl)-1,2,4-thiadiazol-5-yl)-8-methyl-5,6-dihydro-[1,2,4]Triazolo[4,3-a]pyrazin-7(8H)-yl)(4-fluorophenyl-3-d)methanone FC1CN(C1)C1=NSC(=N1)C1=NN=C2N1CCN([C@@H]2C)C(=O)C2=CC(=C(C=C2)F)[2H]